(2S)-1-[(3R,4R)-4-{[4-(1-tert-butyl-4-fluoro-1H-benzimidazol-6-yl)-5-chloropyrimidin-2-yl]amino}-3-hydroxypiperidin-1-yl]-2-hydroxypropan-1-one C(C)(C)(C)N1C=NC2=C1C=C(C=C2F)C2=NC(=NC=C2Cl)N[C@H]2[C@@H](CN(CC2)C([C@H](C)O)=O)O